(2R)-2-[({1-[4-(dimethylamino)-4-methylpent-2-ynoyl]piperidin-4-yl}oxy)methyl]-3-methylbutanoic acid CN(C(C#CC(=O)N1CCC(CC1)OC[C@H](C(=O)O)C(C)C)(C)C)C